1-(((3S)-1-((1-acetyl-3-azetidinyl)sulfamoyl)-3-piperidinyl)carbonyl)-N-(4-(trifluoromethyl)benzyl)-D-prolinamide C(C)(=O)N1CC(C1)NS(=O)(=O)N1C[C@H](CCC1)C(=O)N1[C@H](CCC1)C(=O)NCC1=CC=C(C=C1)C(F)(F)F